COC1=C(C=CC(=C1)[N+](=O)[O-])N1CCN(CC1)C(=O)OC(C)(C)C tert-butyl 4-(2-methoxy-4-nitro-phenyl)piperazine-1-carboxylate